COC1=C2C(=CNC2=CC=C1)C(=O)[C@@H]1N(CCC1)[C]C(=O)C1=CC=CC=C1 (R)-2-(2-(4-methoxy-1H-indole-3-carbonyl)pyrrolidin-1-yl)-1-phenyl-2λ2-ethan-1-one